rac-2-((2S,3S,5S)-3-Amino-5-methyltetrahydro-2H-pyran-2-yl)-3-bromo-5-chloro-N-(thiophen-2-ylmethyl)thieno[3,2-b]pyridin-7-amine N[C@@H]1[C@H](OC[C@H](C1)C)C1=C(C2=NC(=CC(=C2S1)NCC=1SC=CC1)Cl)Br |r|